2,1,3-benzothiadiazol-4-ylmethylamine N=1SN=C2C1C=CC=C2CN